N-((1-(3-chlorophenyl)-1H-tetrazol-5-yl)methyl)-N-methylcyclohexylamine ClC=1C=C(C=CC1)N1N=NN=C1CN(C)C1CCCCC1